C(CCC)C=1N(C(=C(C(N1)=O)S(=O)(=O)N(N)C(C1=CC=CC=C1)=O)O)C1=C(C=CC=C1OC)OC ((2-butyl-1-(2,6-dimethoxyphenyl)-6-hydroxy-4-oxo-1,4-dihydropyrimidin-5-yl)sulfonyl)benzoylhydrazine